(R)-1-(3-(5-(3-hydroxy-1-methyl-2-oxopyrrolidin-3-yl)isoxazol-3-yl)phenyl)imidazo[1,5-a]pyridine-3-carboxamide O[C@@]1(C(N(CC1)C)=O)C1=CC(=NO1)C=1C=C(C=CC1)C=1N=C(N2C1C=CC=C2)C(=O)N